4,7-dichloro-3-hydroxy-3-(2-(4-hydroxyphenyl)-2-oxoethyl)indolin-2-one ClC1=C2C(C(NC2=C(C=C1)Cl)=O)(CC(=O)C1=CC=C(C=C1)O)O